C1(CCCCC1)NC(COC1=CC=C2C=CC(=CC2=C1)C(CC(=O)OC)C1=CC=C(C=C1)OC)=O Methyl 3-(7-(2-(cyclohexylamino)-2-oxoethoxy)naphthalen-2-yl)-3-(4-methoxyphenyl)propanoate